C(C)OC(=O)C=1N=C2N(C(=CC=C2)Br)C1 5-Bromoimidazo[1,2-a]pyridine-2-carboxylic acid ethyl ester